[N].CC=1C=NC=CC1 3-methylpyridine nitrogen